(3,5-bis(methoxymethoxy)benzyl)phosphonic acid diethyl ester C(C)OP(OCC)(=O)CC1=CC(=CC(=C1)OCOC)OCOC